ClC1=CC(=C(C=C1)S(=O)(=O)N[C@@H]([C@H](C)C1=CC=CC2=C1C(CO2)C)C=2OC(NN2)=O)OC 4-chloro-2-methoxy-N-((1S,2R)-2-(3-methyl-2,3-dihydrobenzofuran-4-yl)-1-(5-oxo-4,5-dihydro-1,3,4-oxadiazol-2-yl)propyl)benzenesulfonamide